ClC=1C(=C(C=CC1F)N(C(=O)[C@H]1N(C(NC1)=O)C1=CC(=C2C(=N1)N=CN2C)C(F)(F)F)C)F (S)-(S)-N-(3-Chloro-2,4-difluorophenyl)-N-methyl-3-(1-methyl-7-(trifluoromethyl)-1H-imidazo[4,5-b]pyridin-5-yl)-2-oxoimidazolidine-4-carboxamide